COC(=O)C1=CC2=C([N+](C1)=O)CO[C@@H]2C.C(C)NS(=O)(=O)NC2=NC=CC(=C2F)CC=2C(=C(C(=C(C(=O)N)C2)NC2=C(C=C(C=C2)I)F)F)F 5-[[2-(ethylsulfamoylamino)-3-fluoropyridin-4-yl]methyl]-3,4-difluoro-2-(2-fluoro-4-iodoanilino)benzamide methyl-(5R)-5-methyl-1-oxo-5,7-dihydrofuro[3,4-b]pyridin-1-ium-3-carboxylate